4-trifluoroacetyl-3-trifluoromethyl-1-phenyl-1H-pyrazole FC(C(=O)C=1C(=NN(C1)C1=CC=CC=C1)C(F)(F)F)(F)F